Benzyl 5,5-difluoro-2-[4-fluoro-1-[1-[(4-methoxyphenyl)methyl]-2,6-dioxo-3-piperidyl]-3-methyl-2-oxo-benzimidazol-5-yl]-2,7-diazaspiro[3.5]nonane-7-carboxylate FC1(C2(CN(C2)C2=C(C3=C(N(C(N3C)=O)C3C(N(C(CC3)=O)CC3=CC=C(C=C3)OC)=O)C=C2)F)CCN(C1)C(=O)OCC1=CC=CC=C1)F